C(C)(C)(C)NC1=NC=C2N=C(N(C2=N1)C1CNCC1)NC1=CC(=C(C=C1)Cl)Cl N2-(tert-butyl)-N8-(3,4-dichlorophenyl)-9-(pyrrolidin-3-yl)-9H-purine-2,8-diamine